N-(4-chloropyridin-2-yl)-N'-(4-nitrophenyl)thiourea ClC1=CC(=NC=C1)NC(=S)NC1=CC=C(C=C1)[N+](=O)[O-]